(S)-N-(1-((4-Chlorobenzyl)amino)-5-(2-fluoroacetimidamido)-1-oxopentan-2-yl)-3,5-dimethoxy-2-naphthamide ClC1=CC=C(CNC([C@H](CCCNC(CF)=N)NC(=O)C2=CC3=CC=CC(=C3C=C2OC)OC)=O)C=C1